C1=CC=CC=2C3=CC=CC=C3C(C12)COC(=O)N[C@@H](CS(=O)(=O)O[Na])C(O[Na])=O [(2R)-2-(9H-fluoren-9-ylmethoxycarbonylamino)-3-oxo-3-sodiooxy-propyl]sulfonyloxysodium